2-(Cyclobutyl-methyl)-4-fluoro-6-(2-methoxypyridin-4-yl)aniline C1(CCC1)CC1=C(N)C(=CC(=C1)F)C1=CC(=NC=C1)OC